(3E)-1-bromo-13,13-dimethoxy-3-tridecene BrCC\C=C\CCCCCCCCC(OC)OC